NCC(CC(CCN)C)(C)C 1,6-diamino-2,2,4-Trimethylhexane